1-((1R,5S,7r)-7-(3-(2-hydroxyphenyl)-5-(3-((tetrahydrofuran-3-yl)oxy)propyl)-7H-pyrrolo[2,3-c]pyridazin-6-yl)-3-oxa-9-azabicyclo[3.3.1]nonan-9-yl)prop-2-en-1-one OC1=C(C=CC=C1)C1=CC2=C(N=N1)NC(=C2CCCOC2COCC2)C2C[C@H]1COC[C@@H](C2)N1C(C=C)=O